C(C)(C)(C)OC(=O)N1CC(C1)OC1=NOC(=C1)C(C(=O)O)C(C)C 2-[3-(1-tert-butoxycarbonylazetidin-3-yl)oxyisoxazol-5-yl]-3-methyl-butanoic acid